C(CCCC)C1=NC(=NN1)CCCCCCC1=NNC(=N1)CCCCC 3,3'-hexamethylenebis(5-pentyl-1H-1,2,4-triazole)